bromobenzo[d][1,3]dioxol-4-ol BrC1OC2=C(O1)C=CC=C2O